benzyl (S)-piperidin-3-ylcarbamate N1C[C@H](CCC1)NC(OCC1=CC=CC=C1)=O